5-cyclohexyl-5-hydroxy-1,3-diphenyl-2,4-imidazolinedione C1(CCCCC1)C1(C(N(C(N1C1=CC=CC=C1)=O)C1=CC=CC=C1)=O)O